FC1=C(C#N)C(=CC(=C1)CC(C)C)C=1CCN(CC1)CC=1N=NC=CC1 2-fluoro-4-isobutyl-6-(1-((pyridazin-3-yl)methyl)-1,2,3,6-tetrahydropyridin-4-yl)benzonitrile